Cl.FC=1C=C(C=CC1)[C@H](O)[C@@H]1N[C@@H](CC1)CC1CCC(CC1)OC (S)-(3-Fluorophenyl)((2R,5S)-5-(((1r,4S)-4-methoxycyclohexyl)-methyl)pyrrolidin-2-yl)methanol hydrochloride